C(#N)C1=CC=C(C=N1)NC(=O)[C@@H]1CC12CCN(CC2)C(=O)[O-] |r| (±)-1-((6-cyanopyridin-3-yl)carbamoyl)-6-azaspiro[2.5]octane-6-carboxylate